3-[4-(3,5-dimethylpyrazol-1-yl)phenyl]-5-(trifluoromethyl)-1,2,4-oxadiazole CC1=NN(C(=C1)C)C1=CC=C(C=C1)C1=NOC(=N1)C(F)(F)F